OC(CC(C(=O)[O-])=O)CCC(=O)[O-] 4-hydroxy-2-oxoheptane-1,7-dioate